4,5-bis(2-methoxyethoxy)-2-nitrobenzene COCCOC1=CC(=CC=C1OCCOC)[N+](=O)[O-]